3-(4-(methylsulfonyl)phenyl)-4-(p-tolyl)furan-2,5-dione CS(=O)(=O)C1=CC=C(C=C1)C=1C(OC(C1C1=CC=C(C=C1)C)=O)=O